N-ethyl-N-methyl-4-morpholino-2-[(5-phenyl-1H-pyrazol-3-yl)amino]furo[3,2-d]pyrimidine-6-carboxamide C(C)N(C(=O)C1=CC=2N=C(N=C(C2O1)N1CCOCC1)NC1=NNC(=C1)C1=CC=CC=C1)C